C(C1=CC=CC=C1)N1CCN(CC1)C1=NC(=NC(=C1)C1=CC=C(C=C1)Cl)C=1C=NC=CC1 (4-Benzylpiperazin-1-yl)-6-(4-chlorophenyl)-2-(pyridin-3-yl)pyrimidine